(3E)-1-chloro-14,14-diheptyloxy-3-tetradecene ClCC\C=C\CCCCCCCCCC(OCCCCCCC)OCCCCCCC